BrCC1=CC=C(C=C1)N(C1=CC=CC=C1)C1=CC=C(C=C1)CBr N,N-bis(4-(bromomethyl)phenyl)aniline